tert-butyl 9-(4-(7-(benzyloxy)-3-phenyl-2H-chromen-4-yl)phenyl)-3,9-diazaspiro[5.5]undecane-3-carboxylate C(C1=CC=CC=C1)OC1=CC=C2C(=C(COC2=C1)C1=CC=CC=C1)C1=CC=C(C=C1)N1CCC2(CCN(CC2)C(=O)OC(C)(C)C)CC1